5-[(4R,10bS)-4-methyl-8-(5-oxa-2,8-diazaspiro[3.5]nonan-8-yl)-3,4,6,10b-tetrahydro-1H-pyrazino[2,1-a]isoindol-2-yl]quinoline-8-carbonitrile C[C@@H]1CN(C[C@H]2N1CC1=CC(=CC=C21)N2CCOC1(CNC1)C2)C2=C1C=CC=NC1=C(C=C2)C#N